BrC1=CC=C2CCC(C(C2=C1)=O)CC(=O)O 2-(7-Bromo-1-oxo-1,2,3,4-tetrahydronaphthalen-2-yl)acetic acid